4-[2-hydroxy-3-(4-methoxyphenylamino)propyl]-1,3-dihydroimidazole-2-thione OC(CC=1NC(NC1)=S)CNC1=CC=C(C=C1)OC